(S)-2-((4-(2-(4-Chloro-2-fluorobenzyl)benzo[d]oxazol-4-yl)piperidin-1-yl)methyl)-1-(Oxetan-2-ylmethyl)-1H-benzo[d]imidazole-6-carboxylic acid ClC1=CC(=C(CC=2OC3=C(N2)C(=CC=C3)C3CCN(CC3)CC3=NC2=C(N3C[C@H]3OCC3)C=C(C=C2)C(=O)O)C=C1)F